FC1=CC=C(C=C1)C1=C(C(=NN1C)CC(=O)[O-])C1=CC=NC=C1.[Li+] lithium(1+) 2-[5-(4-fluorophenyl)-1-methyl-4-(pyridin-4-yl)-1H-pyrazol-3-yl]acetate